C(CCCN1N=C(C=C1C(=O)NC1=CC(=C(C=C1)C)[N+](=O)[O-])C1=CC=NC=C1)N1N=C(C=C1C(=O)NC1=CC(=C(C=C1)C)[N+](=O)[O-])C1=CC=NC=C1 1,1'-(butane-1,4-diyl)bis(N-(3-nitro-4-methylphenyl)-3-(pyridin-4-yl)-1H-pyrazole-5-carboxamide)